2-(methylsulfanyl)-pyrimidine-5-carbaldehyde CSC1=NC=C(C=N1)C=O